methoxy-(8-p-toluenesulfonamido)quinoline COC1=NC2=C(C=CC=C2C=C1)NS(=O)(=O)C1=CC=C(C)C=C1